C(C(C)C)C1(OC2=C(C(=N1)O)C=CC=C2)C 2-isobutyl-2-methyl-2H-benzo[e][1,3]oxazin-4-ol